ClC=1C=C(C=C2C(=C(C=NC12)C#N)NC=1C=NC(=C(C1)F)F)N[C@@H](C=1C=NC=CC1)C=1N=NN(C1)C(C)C (S)-8-chloro-4-((5,6-difluoropyridin-3-yl)amino)-6-(((1-isopropyl-1H-1,2,3-triazol-4-yl)(pyridin-3-yl)methyl)amino)quinoline-3-carbonitrile